C(C)N(C(=O)C=1C=NN(C1C)C(C)C(C)C)C1=CN=NC=C1 N-ethyl-5-methyl-1-(3-methylbut-2-yl)-N-pyridazin-4-yl-pyrazole-4-carboxamide